FC1(CNCC[C@@H]1CN1CCC(CC1)C1=C(C=C2C(=NN(C2=C1F)C)C1C(NC(CC1)=O)=O)F)F 3-[6-[1-[[(4R)-3,3-difluoro-4-piperidyl]methyl]-4-piperidyl]-5,7-difluoro-1-methyl-indazol-3-yl]piperidine-2,6-dione